C(C)(=O)N1CCC(CC1)NCC=1C=CC(=NC1OC)C1=C(C(=NC=C1)C=1C(=C(C=CC1)NC(C1=NC=C(C(=C1)OC)CN1C[C@@H](CC1)O)=O)Cl)Cl (R)-N-(3-(5-(((1-Acetylpiperidin-4-yl)amino)methyl)-3'-chloro-6-methoxy-[2,4'-bipyridin]-2'-yl)-2-chlorophenyl)-5-((3-hydroxypyrrolidin-1-yl)methyl)-4-methoxypicolinamide